FC1=CC=C(C=C1)C=1N=NNC1 (4-(4-fluorophenyl))-1H-1,2,3-triazol